3-methyl-2-oxo-2,3,4,5-tetrahydro-1H-benzo[d]azepin CN1C(CC2=C(CC1)C=CC=C2)=O